tert-butyl 4-(5-fluoro-3-pyrazin-2-yl-2-pyridyl)-3,6-dihydro-2H-pyridine-1-carboxylate FC=1C=C(C(=NC1)C=1CCN(CC1)C(=O)OC(C)(C)C)C1=NC=CN=C1